3-(7-(aminomethyl)-1,6-naphthyridin-2-yl)-N,N-dimethylaniline NCC1=NC=C2C=CC(=NC2=C1)C=1C=C(N(C)C)C=CC1